tert-butyl (S)-1-((oxetan-2-yl) methyl)-2-((7-((quinolin-6-yl) methoxy)-3,4-dihydroisoquinolin-2(1H)-yl) methyl)-1H-benzo[d]imidazole-6-carboxylate O1[C@@H](CC1)CN1C(=NC2=C1C=C(C=C2)C(=O)OC(C)(C)C)CN2CC1=CC(=CC=C1CC2)OCC=2C=C1C=CC=NC1=CC2